2-((1-(2-hydroxyethyl)-2-oxo-1,2-dihydropyridin-3-yl)methyl)-6-(4-methoxyphenylsulfonyl)phthalazin-1(2H)-one OCCN1C(C(=CC=C1)CN1C(C2=CC=C(C=C2C=N1)S(=O)(=O)C1=CC=C(C=C1)OC)=O)=O